OC[C@]1(O)[C@@H](O)[C@H](O)[C@H](O)CO1 β-fructopyranose